cyclohexanamide hydrogen chloride Cl.C1(CCCCC1)C(=O)N